C1(CC1)C(=O)N cyclopropan-1-carboxamid